2-octyl-1H-indole C(CCCCCCC)C=1NC2=CC=CC=C2C1